L-valinol N[C@@H](C(C)C)CO